C1(CC1)C1=CC2=C(N=C(C(N2C2=CC=C(C=C2)OC(F)F)=O)C=2C=CC3=C(N(C=N3)C)C2)C=N1 7-cyclopropyl-1-(4-(difluoromethoxy)phenyl)-3-(1-methyl-1H-benzo[d]imidazol-6-yl)pyrido[3,4-b]pyrazin-2(1H)-one